CNC=1C=CC=2N(N1)C(=CN2)C2=CSC=C2 N-methyl-3-(3-thienyl)imidazo[1,2-b]pyridazin-6-amine